OC1=C(C=CC=C1)C1=CC(=C(C=C1)C=CC=O)C(C)C 4-(hydroxyphenyl)-3-(isopropylphenyl)-2-propen-1-one